Dodecyl ((R)-(((2R,3S,5R)-5-(6-amino-2-fluoro-9H-purin-9-yl)-2-ethynyl-3-hydroxytetrahydrofuran-2-yl)methoxy) (((S)-1-(dodecyloxy)-1-oxopropan-2-yl) oxy)phosphoryl)-L-phenylalaninate NC1=C2N=CN(C2=NC(=N1)F)[C@H]1C[C@@H]([C@@](O1)(C#C)CO[P@@](=O)(O[C@H](C(=O)OCCCCCCCCCCCC)C)N[C@@H](CC1=CC=CC=C1)C(=O)OCCCCCCCCCCCC)O